P(=O)([O-])([O-])[O-].[Ga+3].[Ga+3].P(=O)([O-])([O-])[O-] gallium-gallium phosphate